NCCNC(C1=CC=C(C=C1)CN=[N+]=[N-])=O N-(2-aminoethyl)-4-(azidomethyl)benzamide